5-amino-2-[6-chloro-2-[(3-methyl-2-pyridinyl)amino]-3-pyridinyl]-6-(5-methyl-1H-indazol-4-yl)pyrimidine-4-carboxamide NC=1C(=NC(=NC1C1=C2C=NNC2=CC=C1C)C=1C(=NC(=CC1)Cl)NC1=NC=CC=C1C)C(=O)N